(7S,8R)-7-((R)-5H-imidazo[5,1-a]isoindol-5-yl)-5,6,7,8-tetrahydroisoquinolin-8-ol C=1N=CN2C1C1=CC=CC=C1[C@H]2[C@@H]2CCC=1C=CN=CC1[C@@H]2O